C(C)(C)(C)P(C1=C(C=CC=C1)C1=C(C=CC=C1)C)C(C)(C)C ditert-butyl-[2-(o-tolyl)phenyl]phosphane